(R)-7-((S)-4-acryloyl-2-methylpiperazin-1-yl)-9-chloro-3-(methoxy-methyl)-10-(2,4,6-tri-fluorophenyl)-2,3-di-hydro-5H-[1,4]thiazino-[2,3,4-ij]quinazolin-5-one C(C=C)(=O)N1C[C@@H](N(CC1)C1=NC(N2C3=C(C(=C(C=C13)Cl)C1=C(C=C(C=C1F)F)F)SC[C@H]2COC)=O)C